O[C@@H](C(=O)N1CCNCC1)C (R)-2-hydroxy-1-(piperazin-1-yl)propan-1-one